C(C)OC(=O)C=1NC2=C(C=C(C(=C2C1)Br)F)F 4-bromo-5,7-difluoro-1H-indole-2-carboxylic acid ethyl ester